C(C)OC(CS)=O.ClC1=C(C=C(C=C1)F)C1(NC(C2=C3C(=CC(=C12)NC(C1=CC(=CC(=C1)F)C(F)(F)F)=O)OC(C(N3)=O)C)=O)O N-[7-(2-chloro-5-fluorophenyl)-7-hydroxy-3-methyl-2,9-dioxo-1,2,3,7,8,9-hexahydro[1,4]oxazino[3,2-e]isoindol-6-yl]-5-fluoro-3-(trifluoromethyl)benzamide ethyl-α-mercaptoacetate